C(C)(C)(C)OC(=O)N1C(C2=CC=C(C=C2CC1)OCC(=O)O)C 2-((2-(tert-Butoxycarbonyl)-1-methyl-1,2,3,4-tetrahydroisoquinolin-6-yl)oxy)acetic acid